C1(CC1)C1=CC(=NC(=N1)C1=CN(C2=NC=C(C=C21)F)S(=O)(=O)C2=CC=C(C)C=C2)NC2C(C1CCC2CC1)C(=O)OC trans-methyl 3-((6-cyclopropyl-2-(5-fluoro-1-tosyl-1H-pyrrolo[2,3-b]pyridin-3-yl)pyrimidin-4-yl)amino)bicyclo[2.2.2]octane-2-carboxylate